4-amino-3,3-difluoropiperidine-1-carboxylic acid tert-butyl ester C(C)(C)(C)OC(=O)N1CC(C(CC1)N)(F)F